[C@H]12N(CC[C@@H]2C1)C1=NC(=C(C(=O)NC2=CC(=CC=C2)S(NC(C)(C)C)(=O)=O)C=C1)N1CCC2(CC2)CC1 6-((1S,5R)-2-azabicyclo[3.1.0]hex-2-yl)-N-(3-(N-(tert-butyl)sulfamoyl)phenyl)-2-(6-azaspiro[2.5]oct-6-yl)nicotinamide